(R)-N1-(1-(3-(isothiazol-5-yl)-5-(1-methyl-1H-pyrazol-4-yl)phenyl)ethyl)-2-methyl-N4-(thiazol-4-ylmethyl)terephthalamide S1N=CC=C1C=1C=C(C=C(C1)C=1C=NN(C1)C)[C@@H](C)NC(C1=C(C=C(C(=O)NCC=2N=CSC2)C=C1)C)=O